1-(6-(2-(ethoxymethoxy)-6-methyl-4-(trifluoromethyl)phenyl)-2H-pyrazolo[3,4-b]pyrazin-3-yl)ethan-1-one C(C)OCOC1=C(C(=CC(=C1)C(F)(F)F)C)C=1C=NC=2C(N1)=NNC2C(C)=O